(1-(2-fluoro-4-(1H-pyrazol-4-yl)phenyl)piperidin-4-yl)(hexahydrocyclopenta[c]pyrrol-2(1H)-yl)methanone FC1=C(C=CC(=C1)C=1C=NNC1)N1CCC(CC1)C(=O)N1CC2C(C1)CCC2